C(C)(=O)O[C@H]([C@@H](CNC(CC1=CC=C(C=C1)Cl)=O)OC(C)=O)[C@@H]1O[C@](C[C@@H]([C@H]1NC(COC(C)=O)=O)OC(C)=O)(C(=O)OC)OCCCCCCCCC#C (1R,2R)-1-((2R,3R,4S,6R)-4-acetoxy-3-(2-acetoxyacetamido)-6-(dec-9-yn-1-yloxy)-6-(methoxycarbonyl)tetrahydro-2H-pyran-2-yl)-3-(2-(4-chlorophenyl)acetamido)propane-1,2-diyl diacetate